Cyclohexanecarboxylic acid 2-propyn-1-yl ester C(C#C)OC(=O)C1CCCCC1